FC([C@H](C)NC(O[C@H]1CO[C@H](C1)C1=CC(=NN1)NC=1C=2N(C=CN1)N=C(C2)COC)=O)(F)F (3R,5R)-5-(3-((2-(methoxymethyl) pyrazolo[1,5-a]pyrazin-4-yl)amino)-1H-pyrazol-5-yl)tetrahydrofuran-3-yl ((S)-1,1,1-trifluoropropan-2-yl)carbamate